tert-butyl (2S,4R)-2-(4-(3-chloro-5-ethyl-2-methoxyphenyl)piperazine-1-carbonyl)-4-hydroxypyrrolidine-1-carboxylate ClC=1C(=C(C=C(C1)CC)N1CCN(CC1)C(=O)[C@H]1N(C[C@@H](C1)O)C(=O)OC(C)(C)C)OC